NC1=NC=CC=C1C1=NC2=C(N1C=1C=CC(=NC1)NC(=O)C1CC(CC1)C(=O)O)C=C(C=C2)C2=CC=CC=C2 3-((5-(2-(2-aminopyridin-3-yl)-6-phenyl-1H-benzo[d]imidazol-1-yl)pyridin-2-yl)carbamoyl)cyclopentane-1-carboxylic acid